5-(hydroxymethyl)-3-(4-methoxybenzyl)oxazolidin-2-one OCC1CN(C(O1)=O)CC1=CC=C(C=C1)OC